1-(2-methoxyphenyl)prop-2-en-1-ol COC1=C(C=CC=C1)C(C=C)O